ClC1=C(C(=CC(=C1)Cl)F)NC(NC=1C(=NC(=NC1)NC1CCOCC1)NC1CCC(CC1)C(=O)OC)=S Methyl (1s,4s)-4-((5-(3-(2,4-dichloro-6-fluorophenyl)thioureido)-2-((tetrahydro-2H-pyran-4-yl)amino)pyrimidin-4-yl)amino)cyclohexane-1-carboxylate